4-(4-(3-Amino-1H-indazol-5-yl)-1H-pyrrolo[2,3-b]pyridin-2-yl)-2,6-difluorobenzamide NC1=NNC2=CC=C(C=C12)C1=C2C(=NC=C1)NC(=C2)C2=CC(=C(C(=O)N)C(=C2)F)F